C(C)(C)(C)C=1C=CC(=C(C(=O)C2=CC=C(C(=O)OC)C=C2)C1)OCC Methyl 4-(5-tert-butyl-2-ethoxybenzoyl)benzoate